2-[({cis-3-[methyl(7H-pyrrolo[2,3-d]pyrimidin-4-yl)amino]cyclobutyl}methyl)sulfonyl]pyridine-4-carbonitrile CN([C@H]1C[C@H](C1)CS(=O)(=O)C1=NC=CC(=C1)C#N)C=1C2=C(N=CN1)NC=C2